[Mn].[Cr].[C] carbon chromium-manganese